The molecule is a wax ester obtained by the formal condensation of hexadecan-1-ol with oleic acid. It derives from an oleic acid and a hexadecan-1-ol. CCCCCCCCCCCCCCCCOC(=O)CCCCCCC/C=C\\CCCCCCCC